N1(CCC1)CC=1C=NC(=NC1)N1CCC(CC1)N1C2=C(N(C(C1=O)=O)C)C=C(C=N2)Cl 4-(1-(5-(azetidin-1-ylmethyl)pyrimidin-2-yl)piperidin-4-yl)-7-chloro-1-methyl-1,4-dihydropyrido[2,3-b]pyrazine-2,3-dione